BrC1=C2CC(C(C2=CC=C1)=O)(F)F 4-bromo-2,2-difluoro-2,3-dihydro-1H-inden-1-one